O1C(=CC2=C1C=CC=C2)CN2C=CC1=CC(=CC(=C21)C(=O)O)F 1-(benzofuran-2-ylmethyl)-5-fluoro-1H-indole-7-carboxylic Acid